4-Azaheptan-1,7-diamin C(CCNCCCN)N